ClC1=C(C=CC(=C1OC)N1CC(C1)O)C1C(NC(CC1)=O)=O 3-(2-chloro-4-(3-hydroxyazetidin-1-yl)-3-methoxyphenyl)piperidine-2,6-dione